[C@H]12CN(C[C@H](CC1)N2)C2=NC(=NC1=C(C(=CC=C21)C2=CC=C(C1=C2N=C(S1)N)F)C)OC[C@]12CCCN2C[C@@H](C1)F 4-(4-((1R,5S)-3,8-diazabicyclo[3.2.1]octan-3-yl)-2-(((2R,7aS)-2-fluorotetrahydro-1H-pyrrolizin-7a(5H)-yl)methoxy)-8-methylquinazolin-7-yl)-7-fluorobenzo[d]thiazol-2-amine